4-(methylthio)phenyl-2-morpholinopropan-1-on CSC1=CC=C(C=C1)C(C(C)N1CCOCC1)=O